(8-ethynyl-3-hydroxynaphthalen-1-yl)(4-(2-methylazepan-1-yl)-2-((1-(piperidin-1-ylmethyl)cyclopropyl)methoxy)-5,7-dihydro-6H-pyrrolo[3,4-d]pyrimidin-6-yl)methanone C(#C)C=1C=CC=C2C=C(C=C(C12)C(=O)N1CC=2N=C(N=C(C2C1)N1C(CCCCC1)C)OCC1(CC1)CN1CCCCC1)O